phenyl isothiocyanate C1(=CC=CC=C1)N=C=S